FC(C=1C=C2C(C=CO2)=C(C1C1=CC2=C(N=N1)N(C=N2)C2CC(C2)(C)O)O)F 6-(difluoromethyl)-5-[7-(3-hydroxy-3-methyl-cyclobutyl)imidazo[4,5-c]pyridazin-3-yl]benzofuran-4-ol